4-(3-((1-(4-chlorophenyl)-2-(5-methoxy-6-(trifluoromethyl)indol-1-yl)-2-oxoethyl)amino)-5-methoxyphenoxy)-2,2-dimethylbutyric acid ClC1=CC=C(C=C1)C(C(=O)N1C=CC2=CC(=C(C=C12)C(F)(F)F)OC)NC=1C=C(OCCC(C(=O)O)(C)C)C=C(C1)OC